(R)-1-(4-((1-(3-(difluoromethyl)-2-fluorophenyl)ethyl)amino)-7-((5-(dimethylamino)pentyl)oxy)-2-methylpyrido[2,3-d]pyrimidin-6-yl)cyclopropane-1-carbonitrile FC(C=1C(=C(C=CC1)[C@@H](C)NC=1C2=C(N=C(N1)C)N=C(C(=C2)C2(CC2)C#N)OCCCCCN(C)C)F)F